6-(thien-2-yl)pyridin-3-amine S1C(=CC=C1)C1=CC=C(C=N1)N